2-((8-Nitrochroman-6-yl)oxy)-5-(trifluoromethyl)pyridine [N+](=O)([O-])C=1C=C(C=C2CCCOC12)OC1=NC=C(C=C1)C(F)(F)F